(2S,5R)-benzyl 5-amino-2-methylpiperidine-1-carboxylate N[C@@H]1CC[C@@H](N(C1)C(=O)OCC1=CC=CC=C1)C